(R)-N-(1-(5-fluoro-2-methoxypyridin-3-yl)ethyl)-3-(1-((5-methylthiophene-3-yl)methyl)-1H-1,2,3-triazol-4-yl)imidazo[1,2-b]pyridazin-6-amine FC=1C=C(C(=NC1)OC)[C@@H](C)NC=1C=CC=2N(N1)C(=CN2)C=2N=NN(C2)CC2=CSC(=C2)C